3-(5-(((1r,2r)-2-hydroxycyclohexyl)amino)-1-oxoisoindolin-2-yl)piperidine-2,6-dione O[C@H]1[C@@H](CCCC1)NC=1C=C2CN(C(C2=CC1)=O)C1C(NC(CC1)=O)=O